ethyl 3-((benzyloxy)methyl)-4,5-dihydroisoxazole-5-carboxylate C(C1=CC=CC=C1)OCC1=NOC(C1)C(=O)OCC